BrC=1C(=CC=C2C(=CNC12)C1=NC(=NC=C1C(F)(F)F)N[C@@H]1C[C@H](CCC1)O)C#N 7-bromo-3-(2-(((1S,3S)-3-hydroxycyclohexyl)amino)-5-(trifluoromethyl)pyrimidin-4-yl)-1H-indole-6-carbonitrile